ClC=1C=C(C=CC1Cl)CS(=O)(=O)N[C@H](C(=O)N1CC2(CC2)CC1C(=O)N)C(C)(C)C 5-((S)-2-(((3,4-dichlorophenyl)methyl)sulphonamido)-3,3-dimethylbutyryl)-5-azaspiro[2.4]heptane-6-carboxamide